C(C)(=O)NC1=C(C(=O)O)C=CC(=C1)NC(CCCN1C(S\C(\C1=O)=C/C1=CC=C(C=C1)CC)=O)=O (Z)-2-Acetamido-4-(4-(5-(4-ethylbenzylidene)-2,4-dioxothiazolidin-3-yl)butanamido)benzoic acid